N-(3-Methoxyphenyl)-2-(((2-(trifluoromethyl)pyridin-4-yl)thio)methyl)-1H-benzo[d]imidazol-5-amine COC=1C=C(C=CC1)NC1=CC2=C(NC(=N2)CSC2=CC(=NC=C2)C(F)(F)F)C=C1